(S)-4-(3-fluorobenzyl)-N-(5-methyl-4-oxo-7-((tetrahydro-2H-pyran-4-yl)methoxy)-2,3,4,5-tetrahydrobenzo[b][1,4]oxazepin-3-yl)-1H-pyrazole-1-carboxamide FC=1C=C(CC=2C=NN(C2)C(=O)N[C@@H]2C(N(C3=C(OC2)C=CC(=C3)OCC3CCOCC3)C)=O)C=CC1